1-oxa-8-azaspiro[4.5]decan-3-one O1CC(CC12CCNCC2)=O